NC=1N=CC(=NC1OCC1=C(C(=CC=C1)F)C(F)(F)F)C=1C=C(C=CC1)C(=O)N1CCN(CC1)C {3-[5-amino-6-(3-fluoro-2-trifluoromethyl-benzyloxy)-pyrazin-2-yl]-phenyl}-(4-methyl-piperazin-1-yl)-methanone